C1(CC1)C1=CC(=C(C(=C1)O)C=1C=2N(C(=NN1)N[C@@H]1C[C@@H](CN(C1)CC)O)C=CC2)F (3S,5R)-5-((1-(4-cyclopropyl-2-fluoro-6-hydroxyphenyl)pyrrolo[1,2-d][1,2,4]triazin-4-yl)amino)-1-ethylpiperidin-3-ol